FC(C1=CC(=C(C(=O)O)C(=C1)F)F)F 4-(difluoromethyl)-2,6-difluorobenzoic acid